C(C)(C)(C)S(=O)N1CC2(COC2)C1C=1C=C(C=C(C1)Cl)C1=NC(=NC=N1)N 4-[3-(6-tert-butylsulfinyl-2-oxa-6-azaspiro[3.3]heptan-7-yl)-5-chloro-phenyl]-1,3,5-triazin-2-amine